1-(2,2-difluoroethyl)-3-methoxy-6-(2-(4-methyl-2-(trifluoromethyl)pyrimidin-5-yl)-2,6-diazaspiro[3.4]octan-6-yl)-1H-pyrazolo[3,4-b]pyrazine FC(CN1N=C(C=2C1=NC(=CN2)N2CC1(CN(C1)C=1C(=NC(=NC1)C(F)(F)F)C)CC2)OC)F